NC=1C2=C(N=CN1)N(C(=C2C(=O)NC2=CC=C(C=C2)COC)C#CC=2C=NC=CC2)C2(CC2)C 4-amino-N-[4-(methoxymethyl)phenyl]-7-(1-methylcyclopropyl)-6-(pyridin-3-ylethynyl)-7H-pyrrolo[2,3-d]pyrimidine-5-carboxamide